IC=1C=C(C=C(C1OC)I)C(=O)N1C2=C(OC3(CC3)C1)C=CC=C2 (3,5-diiodo-4-methoxyphenyl)(spiro[benzo[b][1,4]oxazine-2,1'-cyclopropane]-4(3H)-yl)methanone